The molecule is a member of the class of pyrrolidine-2-ones that is pyrrolidin-2-one in which the hydrogen attached to the nitrogen is replaced by a methyl group. It has a role as a polar aprotic solvent. It is a N-alkylpyrrolidine, a lactam and a member of pyrrolidin-2-ones. CN1CCCC1=O